CC1(C2=CC=CC=C2N(C=2C=CC=CC12)C1=CC=C(C=C1)NC1=CC=C(C=C1)N1C=2C=CC=CC2C(C2=CC=CC=C12)(C)C)C bis(4-(9,9-dimethylacridine-10(9H)-yl)phenyl)amine